3-cyclopropyl-5-fluoro-N-[imidazolidin-2-ylidene]-4-({3-[(1-methylcyclopropyl)carbamoyl]phenyl}amino)benzamide ethyl-2-(6-hydroxy-4-isopropyl-1-oxophthalazin-2(1H)-yl)acetate C(C)OC(CN1C(C2=CC=C(C=C2C(=N1)C(C)C)O)=O)=O.C1(CC1)C=1C=C(C(=O)N=C2NCCN2)C=C(C1NC1=CC(=CC=C1)C(NC1(CC1)C)=O)F